C[C@H]1N([C@H](CN(C1)C1=NC=C(C=N1)C(F)(F)F)C)C(=O)NC1CC2(CN(C2)CC2=CC=C(C=C2)[N+](=O)[O-])C1 (2R,6S)-2,6-dimethyl-N-{2-[(4-nitrophenyl)methyl]-2-azaspiro[3.3]heptan-6-yl}-4-[5-(trifluoromethyl)pyrimidin-2-yl]piperazine-1-carboxamide